S-phenyl benzenesulfonothioate C1(=CC=CC=C1)S(=O)(SC1=CC=CC=C1)=O